(R)-8-cyclohexyl-7-ethyl-2-{[6-methoxy-1-(2-morpholinoacetyl)indol-5-yl]amino}-5-methyl-7,8-dihydropterin C1(CCCCC1)N1C(CN(C=2C(N[C@](NC12)(N)NC=1C=C2C=CN(C2=CC1OC)C(CN1CCOCC1)=O)=O)C)CC